C(C)(C)(C)OC(N(C)CCN1[C@H](CCC1)\C=C\S(NC(NC1=C2CCCC2=CC=2CCCC12)=O)(=O)=O)=O tert-Butyl-(R,E)-(2-(2-(2-(N-((1,2,3,5,6,7-hexahydro-s-indacen-4-yl)carbamoyl)sulfamoyl)vinyl)pyrrolidin-1-yl)ethyl)(methyl)carbamat